FC1=CC=C(C=2C=NN(C12)C1OCCCC1)C=O 7-fluoro-1-(oxan-2-yl)indazole-4-carbaldehyde